5-bromo-1-(4-methoxybenzyl)-1H-imidazo[4,5-b]pyridine BrC1=CC=C2C(=N1)N=CN2CC2=CC=C(C=C2)OC